bis-trichloromethylsulfone ClC(Cl)(Cl)S(=O)(=O)C(Cl)(Cl)Cl